C(C)(C)C=1C(=NNC1C=1C=C(C=2N(C1)N=CN2)C)C=2N=CC(=NC2)N(C)C 5-(4-isopropyl-5-(8-methyl-[1,2,4]triazolo[1,5-a]pyridin-6-yl)-1H-pyrazol-3-yl)-N,N-dimethylpyrazin-2-amine